1-oxo-1λ4-thiomorpholin O=S1CCNCC1